N-(2-formyl-3-chlorophenyl)methanesulfonamide C(=O)C1=C(C=CC=C1Cl)NS(=O)(=O)C